ClC1=CC2=C(N=N1)N(CCC2)C2CN(CCC2)CC 3-Chloro-8-(1-ethylpiperidin-3-yl)-5,6,7,8-tetrahydropyrido[2,3-c]pyridazine